(3R)-7-[5-(3-acetyl-3-azabicyclo[4.1.0]heptan-1-yl)-1,3,4-oxadiazol-2-yl]-3-amino-5-[(4-chlorophenyl)methyl]-8-fluoro-1,1-dioxo-2,3-dihydro-1lambda6,5-benzothiazepin-4-one C(C)(=O)N1CC2(CC2CC1)C1=NN=C(O1)C=1C(=CC2=C(N(C([C@H](CS2(=O)=O)N)=O)CC2=CC=C(C=C2)Cl)C1)F